6-chloro-7-fluoro-3-(1H-imidazol-1-yl)-5-methoxy-2-(3-(trifluoromethyl)-1H-1,2,4-triazol-5-yl)-1H-indole ClC1=C(C=C2C(=C(NC2=C1F)C1=NC(=NN1)C(F)(F)F)N1C=NC=C1)OC